C(C)S(=O)(=O)C1(CC1)CO (1-(ethylsulfonyl)cyclopropyl)methanol